3-chloro-5-(4,4-difluoro-3-(hydroxymethyl)piperidin-1-yl)pyrazine-2-carbonitrile ClC=1C(=NC=C(N1)N1CC(C(CC1)(F)F)CO)C#N